O[Si](C1=CC=C(C=C1)C=C)(O)O trihydroxy(4-vinylphenyl)silane